FC1=CC=C(C=C1)C1=CC=2C(=NC=C(C2)C=2N=C(SC2)C(=O)NCC2(CCC2)O)N1 4-(2-(4-fluorophenyl)-1H-pyrrolo[2,3-b]pyridin-5-yl)-N-((1-hydroxycyclobutyl)methyl)thiazole-2-carboxamide